C1=CC(=CC=C1CC(C(=O)O)O)O p-hydroxyLphenyllactic acid